tris(2,4-dimethyl-6-t-butylphenol) phosphate P(=O)(O)(O)O.CC1=C(C(=CC(=C1)C)C(C)(C)C)O.CC1=C(C(=CC(=C1)C)C(C)(C)C)O.CC1=C(C(=CC(=C1)C)C(C)(C)C)O